[1,2,4]triazolo[1,5-a]pyrazine-6-carbonitrile N=1C=NN2C1C=NC(=C2)C#N